NC=1SC(=C(C1C(=O)OC)C)C(NC1=CC=C(C=C1)O)=O Methyl 2-amino-5-[(4-hydroxyphenyl)carbamoyl]-4-methylthiophene-3-carboxylate